tert-butyl 6-(7-(4-(dimethylcarbamoyl)-3-methylphenyl)-5H-pyrrolo[2,3-b]pyrazin-2-yl)-8-methyl-3,4-dihydroisoquinoline-2(1H)-carboxylate CN(C(=O)C1=C(C=C(C=C1)C1=CNC2=NC=C(N=C21)C=2C=C1CCN(CC1=C(C2)C)C(=O)OC(C)(C)C)C)C